FC1=C(C=C(N\C(=C/C#N)\C)C=C1)C (Z)-3-(4-fluoro-3-methyl-anilino)but-2-enenitrile